5-Chloro-2,2-dimethyl-2H-chromene-6-carboxylic acid ClC1=C2C=CC(OC2=CC=C1C(=O)O)(C)C